cyclopropyl-[(5S,7S)-7-deuterio-5-phenyl-6,7-dihydro-5H-pyrrolo[1,2-b][1,2,4]triazol-2-yl]methanone C1(CC1)C(=O)C=1N=C2N(N1)[C@@H](C[C@@H]2[2H])C2=CC=CC=C2